(S)-4-(4-acryloyl-2-methylpiperazin-1-yl)-7-(3-fluoro-2-methylphenyl)-1-(2-isopropyl-4-methylpyridin-3-yl)-2-oxo-1,2-dihydropyrido[2,3-d]pyrimidine-6-carbonitrile C(C=C)(=O)N1C[C@@H](N(CC1)C=1C2=C(N(C(N1)=O)C=1C(=NC=CC1C)C(C)C)N=C(C(=C2)C#N)C2=C(C(=CC=C2)F)C)C